3-(2-(methylsulfonyl)-6-(trifluoromethyl)pyrimidin-4-yl)pyridin-2(1H)-one CS(=O)(=O)C1=NC(=CC(=N1)C=1C(NC=CC1)=O)C(F)(F)F